C(#N)C1=C(CN(C(=O)C2=C(N(C=C2)C)C)C=2C=C3C=NN(C3=CC2)C2OCCCC2)C=CC=C1 N-(2-cyanobenzyl)-1,2-dimethyl-N-(1-(tetrahydro-2H-pyran-2-yl)-1H-indazol-5-yl)-1H-pyrrole-3-carboxamide